N=1SN=C2C1C=CC=C2CO (2,1,3-benzothiadiazol-4-yl)methanol